CCC(=O)/C=C/C1=CC=C(C=C1)OC 1-(P-METHOXYPHENYL)-1-PENTEN-3-ONE